3-methyl-4,4'-methylenedianiline CC=1C=C(N)C=CC1CC1=CC=C(N)C=C1